CC=1C=C(C=C(C1N1CCC(CC1)C(F)(F)F)C)NC=1C=CC2=C(OCC(N2C)=O)C1 7-((3,5-dimethyl-4-(4-(trifluoromethyl)piperidin-1-yl)phenyl)amino)-4-methyl-2H-benzo[b][1,4]oxazin-3(4H)-one